C1(=CC=C(C=C1)CCNC=1C=2N=CN([C@H]3[C@H](O)[C@H](O)[C@@H](CSCC[C@H](N)C(=O)O)O3)C2N=C(N1)Cl)C1=CC=CC=C1 S-(N-(2-Biphenyl-4-ylethyl)-2-chloroadenosyl)-L-homocystein